FC(C(=O)O)(F)F.C1CCC(C12CCNCC2)N 8-azaspiro[4.5]decane-4-amine trifluoroacetate